C(#N)C=1C=C(C(=NO)N)C=CC1 3-cyano-N'-hydroxy-benzamidine